3-[6-Amino-8-(6-iodo-3-oxo-indan-5-ylsulfanyl)-purin-9-yl]-propionamide NC1=C2N=C(N(C2=NC=N1)CCC(=O)N)SC=1C=C2C(CCC2=CC1I)=O